(1S,2S)-1-(2-chloro-5-fluorophenyl)-1-(4-methyl-1H-pyrazol-1-yl)propan ClC1=C(C=C(C=C1)F)[C@H](CC)N1N=CC(=C1)C